(-)-2-(2-(Dimethylamino)naphthalen-1-yl)-4-methylphenyl trifluoromethanesulfonate FC(S(=O)(=O)OC1=C(C=C(C=C1)C)C1=C(C=CC2=CC=CC=C12)N(C)C)(F)F